OC[C@@H](CC)NC(=O)C1=CC=C2C(=CC(=NC2=C1)C1=C(C=C(C=C1)C(F)(F)F)C)OC (R)-N-(1-hydroxybutan-2-yl)-4-methoxy-2-(2-methyl-4-(trifluoromethyl)phenyl)quinoline-7-carboxamide